N,N-dimethyl-gamma-(3-chlorophenyl)-2-pyridylpropylamine maleate C(\C=C/C(=O)O)(=O)O.CN(C)CCC(C1=CC(=CC=C1)Cl)C1=NC=CC=C1